1-(4-(3-Methyl-4-(4-(2-((1-((1-methyl-1H-imidazol-4-yl)sulfonyl)piperidin-4-yl)amino)-5-(trifluoromethyl)pyrimidin-4-yl)-1H-pyrazol-1-yl)benzyl)piperazin-1-yl)ethan-1-one CC=1C=C(CN2CCN(CC2)C(C)=O)C=CC1N1N=CC(=C1)C1=NC(=NC=C1C(F)(F)F)NC1CCN(CC1)S(=O)(=O)C=1N=CN(C1)C